C(C)OC(CC1CCN(CC1)C1=C(C=C(C=C1F)C1=CC(=C(C=C1)OC)O)F)=O 2-[1-[2,6-difluoro-4-(3-hydroxy-4-methoxy-phenyl)phenyl]-4-piperidinyl]Acetic acid ethyl ester